N-((S)-(7-((R)-((R*)-2-Cyclobutyl-2-fluoroacetamido)(cyclopropyl)methyl)imidazo[1,2-b]pyridazin-2-yl)(4,4-difluorocyclohexyl)methyl)-4-methyl-1,2,5-oxadiazole-3-carboxamide C1(CCC1)[C@H](C(=O)N[C@@H](C1=CC=2N(N=C1)C=C(N2)[C@@H](NC(=O)C2=NON=C2C)C2CCC(CC2)(F)F)C2CC2)F |o1:4|